C(C1=CC=CC=C1)OC1=NC=CC(=C1)CN (2-benzyloxy-4-pyridyl)methanamine